(8S,9S)-14,14,15,15-tetramethyl-8-vinyl-2,5,7,13-tetraoxa-14-silahexadecan-9-ol C[Si](OCCC[C@@H]([C@@H](OCOCCOC)C=C)O)(C(C)(C)C)C